trichloro-salicylanilide ClC1=C(C(=C(C(C(=O)NC2=CC=CC=C2)=C1)O)Cl)Cl